ClC1=C(C=C(C=C1)C1CCN(C(O1)=O)C1=C(C(=NN1)C1=CC=NC=C1)C)F 6-(4-Chloro-3-fluorophenyl)-3-(4-methyl-3-(pyridin-4-yl)-1H-pyrazol-5-yl)-1,3-oxazinan-2-one